C(C)(C)(C)OC(=O)N1CCN(CC1)C1=NC(=C(C=2CNCCC12)C#N)N1CCN(CC1)C(CC)=O tert-butyl-4-(4-cyano-3-(4-propionylpiperazin-1-yl)-5,6,7,8-tetrahydro-2,6-naphthyridin-1-yl)piperazine-1-carboxylate